C(#N)C=1C=CC(=C(C1)NS(=O)(=O)C=1C=C(C(=O)OC)C=CC1C1CC1)N1CC(CCC1)(F)F methyl 3-(N-(5-cyano-2-(3,3-difluoropiperidin-1-yl) phenyl) sulfamoyl)-4-cyclopropylbenzoate